phenyl-(n-butyl-n-pentyl) phosphinate [PH2](OC(CCCC)(CCCC)C1=CC=CC=C1)=O